ClC1=NN(C(=C1S(=O)(=O)N1CCC(CC1)C=1C(=CC=2N(C1)N=CN2)C(F)(F)F)C)C 6-(1-((3-chloro-1,5-dimethyl-1H-pyrazol-4-yl)sulfonyl)piperidin-4-yl)-7-(trifluoromethyl)-[1,2,4]triazolo[1,5-a]pyridine